C(C1=CC=CC=C1)OC=1C(=C(C=C(C1)CC1=CC=C(C=C1)S(=O)(=O)[O-])CC1=CC=C(C=C1)S(=O)(=O)[O-])C(=O)N1CC2=CC(=CC=C2CC1)CNC1COC1 5-(benzyloxy)-4-(7-((oxetan-3-ylamino) methyl)-1,2,3,4-tetrahydroisoquinoline-2-carbonyl)-1,3-phenylenedi(4-toluenesulfonate)